N-(4-(4-((5-(1-acryloylpiperidin-4-yl)-7H-pyrrolo[2,3-d]pyrimidin-4-yl)amino)-2-chlorophenoxy)pyridin-2-yl)cyclopentanecarboxamide C(C=C)(=O)N1CCC(CC1)C1=CNC=2N=CN=C(C21)NC2=CC(=C(OC1=CC(=NC=C1)NC(=O)C1CCCC1)C=C2)Cl